[N+](=[N-])=CC(CC[C@@H](C(=O)OC(C)C)NC([C@@H](C=1NC=CN1)O)=O)=O isopropyl (S)-6-diazo-2-((R)-2-hydroxy-2-(1H-imidazol-2-yl)acetamido)-5-oxohexanoate